1-{1-[4-(2-methoxyphenyl)pyrimidin-2-yl]pyrrolidin-3-yl}methylamine COC1=C(C=CC=C1)C1=NC(=NC=C1)N1CC(CC1)CN